COC=1C=C(CNC(C)=O)C=CC1CN1C(N(CCC1)C1=CC(=C(C=C1)OC)OCCCCC)=O N-(3-methoxy-4-((3-(4-methoxy-3-(pentyloxy)phenyl)-2-oxotetrahydropyrimidin-1(2H)-yl)methyl)benzyl)acetamide